6-chloro-4-ethynyl-1-tetrahydropyran-2-yl-indazole ClC1=CC(=C2C=NN(C2=C1)C1OCCCC1)C#C